3-chloro-1,2,4,5-tetrafluorobenzene ClC=1C(=C(C=C(C1F)F)F)F